CN1C[C@H]([C@@H](CC1)C=1C=NN(C1)C)N trans-1-methyl-4-(1-methyl-1H-pyrazol-4-yl)piperidin-3-amine